C(CC)N1N=CC(=C1)C=1C2=C(N=C(N1)NCCOCCOCCOCCOCCOCCOCCNC(OC(C)(C)C)=O)NC=C2 tert-butyl (20-((4-(1-propyl-1H-pyrazol-4-yl)-7H-pyrrolo[2,3-d]pyrimidin-2-yl)amino)-3,6,9,12,15,18-hexaoxaicosyl)carbamate